{8-[5-(2-Morpholin-4-yl-ethoxy)-pyridin-2-yl]-2,3-dihydro-benzo[1,4]dioxin-2-yl}-methanol N1(CCOCC1)CCOC=1C=CC(=NC1)C1=CC=CC2=C1OC(CO2)CO